FC1=CC=C(C=C1)N1N=NC(=C1COC1=NC=2CCN(CC2C=C1)C(=O)[C@H]1CCC(N1C)=O)C (5R)-5-(2-{[1-(4-fluorophenyl)-4-methyl-1H-1,2,3-triazol-5-yl]methoxy}-5,6,7,8-tetrahydro-1,6-naphthyridine-6-carbonyl)-1-methylpyrrolidin-2-one